dibromo(3-vinylphenyl)silane Br[SiH](C1=CC(=CC=C1)C=C)Br